dipentaerythritol penta(3-mercaptobutyrate) SC(CC(=O)OCC(COC(CC(C)S)=O)(COCC(COC(CC(C)S)=O)(COC(CC(C)S)=O)COC(CC(C)S)=O)CO)C